C(CC)C=1SCCN1 2-propylthiazoline